(6,7-dihydropyrazolo[1,5-a]pyrimidin-4(5H)-yl)(5-methyl-6-(3-(trifluoromethyl)-7,8-dihydro-1,6-naphthyridin-6(5H)-yl)pyridazin-3-yl)methanone N1=CC=C2N1CCCN2C(=O)C=2N=NC(=C(C2)C)N2CC=1C=C(C=NC1CC2)C(F)(F)F